6-chloro-7-fluoro-3-(1H-imidazol-1-yl)-5-methoxy-2-(5-(trifluoromethyl)-4H-1,2,4-triazol-3-yl)-1H-indole ClC1=C(C=C2C(=C(NC2=C1F)C1=NN=C(N1)C(F)(F)F)N1C=NC=C1)OC